FC1=C(C2=C(C(COC2)=O)C=C1)F 7,8-difluoro-1,3-dihydro-2-benzopyran-4-one